Cl.S(C#N)CC(CSC#N)N(C)C 1,3-dithiocyanato-2-(dimethyl-amino)propane hydrochloride salt